(6S)-6-{2-Chloro-3-[3-(trifluoromethyl)anilino]-phenyl}-2-imino-6-methyl-3-(tetrahydropyran-4-yl)-hexahydropyrimidin-4-one ClC1=C(C=CC=C1NC1=CC(=CC=C1)C(F)(F)F)[C@@]1(CC(N(C(N1)=N)C1CCOCC1)=O)C